C(C)[C@@H]1N(C[C@H](N(C1)CC1=C(C=C(C=C1)F)C(F)(F)F)CC)C=1C=2C(N(C(C1)=O)C)=CN(N2)CC#N 2-(7-((2S,5R)-2,5-diethyl-4-(4-fluoro-2-(trifluoromethyl)benzyl)piperazin-1-yl)-4-methyl-5-oxo-4,5-dihydro-2H-pyrazolo[4,3-b]pyridin-2-yl)acetonitrile